FC1=C(C=C(C(=C1)OC1=CC=NC2=CC(=C(C=C12)OC)OCCCN1CCOCC1)F)NC(=O)C=1C=NC=CC1OC N-[2,5-difluoro-4-({6-methoxy-7-[3-(morpholin-4-yl)propoxy]quinolin-4-yl}oxy)phenyl]-4-methoxypyridine-3-carboxamide